5,8-dibromo-6,7-difluoro-2,3-bis(4-(9,9-dihexyl-2,7-dimethylacridin-10(9H)-yl)phenyl)quinoxaline BrC1=C2N=C(C(=NC2=C(C(=C1F)F)Br)C1=CC=C(C=C1)N1C=2C=CC(=CC2C(C2=CC(=CC=C12)C)(CCCCCC)CCCCCC)C)C1=CC=C(C=C1)N1C=2C=CC(=CC2C(C2=CC(=CC=C12)C)(CCCCCC)CCCCCC)C